C(C1=CC=CC=C1)N1C(C2(C(C2C1=O)C1=NC=CC=C1)C=1C=C2C=NN(C2=CC1C)C1=CC=C(C=C1)F)=O 3-benzyl-1-(1-(4-fluorophenyl)-6-methyl-1H-indazol-5-yl)-6-(pyridin-2-yl)-3-azabicyclo[3.1.0]hexane-2,4-dione